[diphenyl-[(2R)-pyrrolidin-2-yl]methoxy]-Trimethyl-silane C1(=CC=CC=C1)C(O[Si](C)(C)C)([C@@H]1NCCC1)C1=CC=CC=C1